C(C)(C)(C)[S@@](=O)\N=C\C1CCN(CC1)C(=O)OCC1=CC=CC=C1 benzyl (R,E)-4-(((tert-butylsulfinyl)imino)methyl)piperidine-1-carboxylate